4-chloroquinoline-6-carbonitrile ClC1=CC=NC2=CC=C(C=C12)C#N